(E)-1-methyl-N-(2-morpholinoethyl)-4-(4-(4-(2-(quinolin-3-yl)vinyl)benzamido)-1H-pyrrole-2-carboxamido)-1H-pyrrole-2-carboxamide CN1C(=CC(=C1)NC(=O)C=1NC=C(C1)NC(C1=CC=C(C=C1)\C=C\C=1C=NC2=CC=CC=C2C1)=O)C(=O)NCCN1CCOCC1